N-(benzo[d][1,3]dioxolan-5-yl)-5-ethyl-4-phenyl-[2,4'-bithiazole]-2'-amine O1COC2=C1C=CC(=C2)NC=2SC=C(N2)C=2SC(=C(N2)C2=CC=CC=C2)CC